C(C)C(CCCCC(=O)O)CCCCCC(=O)O 5-ethyl-1,10-decanedicarboxylic acid